CS(=O)(=O)O.CC(C(=O)O)(CCC(C)(C)C)NCC1=CC=2CCCCC2C=C1 2,5,5-trimethyl-2-(((5,6,7,8-tetrahydronaphthalen-2-yl)methyl)amino)hexanoic acid compound with methanesulfonic acid